The molecule is a member of the class of pyranopyrroles that is 2-[(1E)-prop-1-en-1-yl]-6,7-dihydropyrano[2,3-c]pyrrole-4,5-dione carrying two additional hydroxy substituents at positions 3 and 7. Originally isolated from Aspergillus niger. It has a role as an Aspergillus metabolite, a marine metabolite and an antioxidant. It is a pyranopyrrole, a gamma-lactam, an enol, a secondary alcohol and a cyclic ketone. C/C=C/C1=C(C(=O)C2=C(O1)[C@H](NC2=O)O)O